FC(C(=O)N[C@H](C(=O)N1[C@@H]([C@H]2C([C@H]2C1)(C)C)C(=O)O)C(C)(C)C)F (1R,2S,5S)-3-[(2S)-2-[(2,2-difluoroacetyl)amino]-3,3-dimethyl-butanoyl]-6,6-dimethyl-3-azabicyclo[3.1.0]hexane-2-carboxylic acid